β-(cyclohexyl)-alanine C1(CCCCC1)C[C@H](N)C(=O)O